CC1=NC(=CC(=C1)C=1NC2=CC=C(C=C2C1C(C)C)C1=CC2=C(CN(CC2)C(CS(=O)(=O)C)=O)S1)C 1-(2-(2-(2,6-dimethylpyridin-4-yl)-3-isopropyl-1H-indol-5-yl)-4,7-dihydrothieno[2,3-c]pyridin-6(5H)-yl)-2-(methylsulfonyl)ethan-1-one